2-(5-bromo-1-((2-(trimethylsilyl)ethoxy)methyl)-1H-pyrrolo[2,3-b]pyridin-3-yl)-2-cyclopropylacetaldehyde BrC=1C=C2C(=NC1)N(C=C2C(C=O)C2CC2)COCC[Si](C)(C)C